COC(CCC(=O)C=1SC=C(C1)C1=CC=CC=2C=COC21)=O 4-(4-(benzofuran-7-yl)thiophene-2-yl)-4-oxobutyric acid methyl ester